CN(CCCCN(C)C)C N,N,N',N'-tetramethyl-butylenediamine